C(C)(C)C1=CC=C(C=C1)C=1N=C2N(C=CC=C2)C1CN1CC2CCC(C1)N2C(=O)[O-] 3-{[2-(4-isopropylphenyl)imidazo[1,2-a]pyridin-3-yl]methyl}-3,8-diazabicyclo[3.2.1]octane-8-carboxylate